CN(C(=O)C1=CC2=C(OC(O2)(F)F)C=C1)C=1C(=C(C(=O)O)C=CC1)F 3-(N-methyl-2,2-difluoro-1,3-benzodioxole-5-carboxamido)-2-fluorobenzoic acid